Cl.NCC1=NOC=C1 3-aminomethylisoxazole HCl salt